2-(2-fluoro-4-((1S,2S)-6-hydroxy-2-phenyl-1,2,3,4-tetrahydronaphthalen-1-yl)-5-methoxyphenyl)-2-azaspiro[3.5]nonane-7-carbaldehyde FC1=C(C=C(C(=C1)[C@H]1[C@H](CCC2=CC(=CC=C12)O)C1=CC=CC=C1)OC)N1CC2(C1)CCC(CC2)C=O